CC1=C(OCC(=O)OC)C=CC(=C1)OC\C=C(\C1=CC(=CC=C1)C(F)(F)F)/C1=CC=C(C=C1)C#CCN1N=CC=C1 methyl (E)-[2-methyl-4-[3-[4-[3-(pyrazol-1-yl)propynyl]phenyl]-3-(3-trifluoromethylphenyl)allyloxy]-phenoxy]acetate